2-(1,2,3,4-tetrahydroquinolin-7-yl)ethane-1-amine N1CCCC2=CC=C(C=C12)CCN